3-(2-methyl-5-((2-(2-(4-methyl-1,4-diazepan-1-yl)ethoxy)ethyl)amino)-4-Oxoquinazolin-3(4H)-yl)piperidine-2,6-dione CC1=NC2=CC=CC(=C2C(N1C1C(NC(CC1)=O)=O)=O)NCCOCCN1CCN(CCC1)C